N-(4-chloro-3-(thiazol-2-yl)thiophen-2-yl)-2-(2-oxo-3,4-dihydro-1,5-naphthyridin-1(2H)-yl)acetamide ClC=1C(=C(SC1)NC(CN1C(CCC2=NC=CC=C12)=O)=O)C=1SC=CN1